ClC=1C=C2C(=C(C=NC2=CC1F)C(=O)OCC)O ethyl 6-chloro-7-fluoro-4-hydroxyquinoline-3-carboxylat